6-(3-(difluoromethyl)-7,8-dihydro-1,6-naphthyridin-6(5H)-yl)-5-methylpyridazine-3-carbonitrile FC(C=1C=NC=2CCN(CC2C1)C1=C(C=C(N=N1)C#N)C)F